[B+3].S(=O)(=O)([O-])OS(=O)(=O)[O-].S(=O)(=O)([O-])OS(=O)(=O)[O-].S(=O)(=O)([O-])OS(=O)(=O)[O-].[B+3] pyrosulfate boron